2-(α-methylbenzyl)phenol CC(C1=CC=CC=C1)C1=C(C=CC=C1)O